N1(N=CN=C1)CC1(CCC2=CC(=CC=C12)OC1=CC=C(C=C1)Cl)O ((1H-1,2,4-triazol-1-yl)methyl)-5-(4-chlorophenoxy)-2,3-dihydro-1H-inden-1-ol